N-(5-((4-(1-(4-((tert-butyldimethylsilyl)oxy)-3-(1,3-dioxolan-2-yl)benzyl)-1H-indol-3-yl)pyrimidin-2-yl)amino)-2-((2-(dimethylamino)ethyl)(methyl)amino)-4-methoxyphenyl)acetamide [Si](C)(C)(C(C)(C)C)OC1=C(C=C(CN2C=C(C3=CC=CC=C23)C2=NC(=NC=C2)NC=2C(=CC(=C(C2)NC(C)=O)N(C)CCN(C)C)OC)C=C1)C1OCCO1